spiro[3.3]heptan-2-yl (2S)-2-[[[(2R,3R,4R,5R)-3,4-diacetoxy-5-(4-aminopyrrolo[2,1-f][1,2,4]triazin-7-yl)-5-cyano-tetrahydrofuran-2-yl]methoxy-(1-naphthyloxy)phosphoryl]amino]propanoate C(C)(=O)O[C@@H]1[C@H](O[C@@]([C@@H]1OC(C)=O)(C#N)C1=CC=C2C(=NC=NN21)N)COP(=O)(OC2=CC=CC1=CC=CC=C21)N[C@H](C(=O)OC2CC1(C2)CCC1)C